C(C)(C)(C)OC(=O)N[C@@H](C(=O)OC)C1=CC=C(C=C1)OC[C@@H](CCC)C([2H])([2H])[2H] Methyl (R)-2-((tert-butoxycarbonyl)amino)-2-(4-(((R)-2-(methyl-d3)pentyl)oxy) phenyl)acetate